3-chloro-5-((4-(1-(1-(2-(2-(2,6-dioxopyridin-3-yl)-1,3-dioxoisoindolin-5-yl)pyrrolidin-3-yl)methyl)piperidin-4-yl)phenyl)amino)-1,2,4-triazine-6-carboxamide ClC=1N=NC(=C(N1)NC1=CC=C(C=C1)C1CCN(CC1)CC1C(NCC1)C=1C=C2C(N(C(C2=CC1)=O)C1C(NC(C=C1)=O)=O)=O)C(=O)N